ClC1=NC(=CC=C1C(F)(F)F)OC 2-Chloro-6-methoxy-3-trifluoromethylpyridine